CN(S(=O)(=O)CC)C1=CC(=CC=C1)C=1C=NN(C1)C1=CC=C(C=C1)C(F)(F)F N-methyl-N-(3-(1-(4-(trifluoromethyl)phenyl)-1H-pyrazol-4-yl)phenyl)ethanesulfonamide